((4R,5R)-5-(2,6-dichlorophenyl)-2,2-diethyl-1,3-dioxolan-4-yl)methanol ClC1=C(C(=CC=C1)Cl)[C@@H]1[C@H](OC(O1)(CC)CC)CO